FC1=C(C=CC(=C1)C1=NN(C=N1)C1=CC=C(C=C1)OC(F)(F)F)NC(=O)\N=C\1/SCC(N1C1=CC=C2C=CN(C2=C1)C)=O (Z)-1-(2-fluoro-4-(1-(4-(trifluoromethoxy)phenyl)-1H-1,2,4-triazol-3-yl)phenyl)-3-(3-(1-methyl-1H-indol-6-yl)-4-oxothiazolidine-2-ylidene)urea